4-(2-((1R,3R)-3-((2s,3s)-N,3-dimethyl-2-((R)-1-methylpiperidine-2-carboxamido)pentanamido)-4-methyl-1-propoxypentyl)thiazole-4-carboxamido)-2-methyl-5-phenylpentanoic acid CN(C([C@H]([C@H](CC)C)NC(=O)[C@@H]1N(CCCC1)C)=O)[C@H](C[C@@H](OCCC)C=1SC=C(N1)C(=O)NC(CC(C(=O)O)C)CC1=CC=CC=C1)C(C)C